N-(cholest-4-en-3-ylidene)hydroxylamine CC(C)CCC[C@@H](C)[C@H]1CC[C@H]2[C@@H]3CCC4=CC(CC[C@]4(C)[C@H]3CC[C@]12C)=NO